Pyridine-3-carbonitril N1=CC(=CC=C1)C#N